5-hexyl formate C(=O)OC(CCCC)C